Cl.N[C@H](CO[C@H]1C(N(CC1)[C@H]1[C@H](CN(CC1)C1=NC=C(C=N1)C(F)(F)F)O)=O)C (R)-3-((S)-2-aminopropoxy)-1-((3S,4R)-3-hydroxy-1-(5-(trifluoromethyl)pyrimidin-2-yl)piperidin-4-yl)pyrrolidin-2-one hydrochloride